C=CCCCCCCCCCC dodecaen